(R)-pinacol OC(C)(C)C(C)(C)O